Cl.COC=1C=NC=2C=CC=C(C2C1)NC1CCNCC1 3-methoxy-N-(piperidin-4-yl)quinolin-5-amine hydrochloride